[(1R)-2-[(3S)-2,3-dihydro-1-benzofuran-3-yl]-1-{[(1R,8S)-11-oxatricyclo[6.2.1.02,7]undeca-2(7),3,5-trien-1-yl]formamido}ethyl]boronic acid O1C[C@H](C2=C1C=CC=C2)C[C@H](NC(=O)[C@]21C=3C=CC=CC3[C@H](CC2)O1)B(O)O